C1(=CC=CC=C1)N1[NH2+]C(=NN1C1=CC=CC2=CC=CC=C12)C1=CC=CC=C1 2,5-diphenyl-3-(1-naphthyl)-2H-tetrazolium